C(C)(C)(C)C1=C(C(=C(C(=C1)C)CN1C(N(C(N(C1=O)CC1=C(C(=C(C=C1C)C(C)(C)C)O)C)=O)CC1=C(C(=C(C=C1C)C(C)(C)C)O)C)=O)C)O 1,3,5-tris[(4-tert-butyl-3-hydroxy-2,6-dimethylphenyl)methyl]-1,3,5-triazine-2,4,6-trione